N1(N=CC=C1)CC1=CC2=C(C(=NO2)NS(=O)(=O)C2=C(C(=CC=C2OC)N2CC3(C2)CCNCC3)OC)C3=C1CCO3 N-(4-((1H-Pyrazol-1-yl)methyl)-2,3-dihydrobenzofuro[7,6-d]isoxazol-8-yl)-2,6-dimethoxy-3-(2,7-diazaspiro[3.5]nonan-2-yl)benzenesulfonamide